C(C)(C)(C)OC(=O)N1CC(CC1)CC#CCOC1=C(C(=CC(=C1)C(=O)OC)[N+](=O)[O-])Cl 3-(4-(2-chloro-5-(methoxycarbonyl)-3-nitrophenoxy)but-2-yn-1-yl)pyrrolidine-1-carboxylic acid tert-butyl ester